COC(=O)C1(CC1)C methyl-1-methylcyclopropane-carboxylate